2-(3-(ethylamino)oxetan-3-yl)ethan-1-ol C(C)NC1(COC1)CCO